tert-butyl (3-bromophenyl)(methyl)carbamate BrC=1C=C(C=CC1)N(C(OC(C)(C)C)=O)C